ClC1=CC=CC=2SC(=CC21)CN2CCN(CC2)C(=O)N2N=C(C=C2)NS(=O)(=O)C N-(1-(4-((4-Chlorobenzo[b]thiophen-2-yl)methyl)piperazine-1-carbonyl)-1H-pyrazol-3-yl)methanesulfonamide